CC1CN(CC(O1)C)C=1C=CC(=NC1)C1(CCC2(OCCO2)CC1)O 8-[5-(2,6-dimethylmorpholin-4-yl)pyridin-2-yl]-1,4-dioxaspiro[4.5]decan-8-ol